C(C1=CC=CC=C1)OCC1CCN(CC1)C1=CC(=C(C(=O)NC2=NNC3=CC=C(C=C23)CC2=CC(=CC(=C2)F)F)C=C1)N(C(C(F)(F)F)=O)C1CCOCC1 4-(4-((benzyloxy)methyl)piperidin-1-yl)-N-(5-(3,5-difluorobenzyl)-1H-indazol-3-yl)-2-(2,2,2-trifluoro-N-(tetrahydro-2H-pyran-4-yl)acetamido)benzamide